citric acid, lithium salt [Li+].C(CC(O)(C(=O)[O-])CC(=O)[O-])(=O)[O-].[Li+].[Li+]